B(OC1=C(C(=C(C(=C1F)F)F)F)F)(OC1=C(C(=C(C(=C1F)F)F)F)F)[O-] bis(2,3,4,5,6-pentafluorophenyl) borate